OC1(CC(C1)C(=O)N1CC2(C1)CCC(CC2)C2=CC(=C(C=C2)OC)C(F)(F)F)C ((1s,3s)-3-Hydroxy-3-methylcyclobutyl)(7-(4-methoxy-3-(trifluoromethyl)phenyl)-2-azaspiro[3.5]nonan-2-yl)methanone